3-(prop-2-yn-1-yloxy)prop-1-yne C(C#C)OCC#C